4-((5-chloro-4-(1-isopropyl-1H-pyrazol-4-yl)pyrimidin-2-yl)amino)-N-(4-cyanophenyl)-3-methoxybenzamide ClC=1C(=NC(=NC1)NC1=C(C=C(C(=O)NC2=CC=C(C=C2)C#N)C=C1)OC)C=1C=NN(C1)C(C)C